ClC1=C(C=C(C=C1)C)N1C(SCC1=O)=N 3-(2-chloro-5-methylphenyl)-2-iminothiazolidin-4-one